FC1=CC(=C(S1)CC1=CC=C(C(=N1)C)O[C@@H]1C[C@H](CCC1)C(=O)[O-])COC(=O)OC1=CC=C(C=C1)[N+](=O)[O-] (1S,3S)-3-((6-(5-fluoro-3-((((4-nitrophenoxy)carbonyl)oxy)methyl)thiophen-2-yl) Methyl 2-methylpyridin-3-yl)oxy)cyclohexane-1-carboxylate